(1-hydroxy-1-methyl-propenyl)androsta-5-en-3beta-ol OC(=C(C)C[C@@]12CCC[C@H]1[C@@H]1CC=C3C[C@H](CC[C@]3(C)[C@H]1CC2)O)C